(E)-3-[7-benzyloxy-5-fluoro-6-(1,1,4-trioxo-1,2,5-thiadiazolidin-2-yl)-2-naphthyl]prop-2-enal C(C1=CC=CC=C1)OC1=C(C(=C2C=CC(=CC2=C1)/C=C/C=O)F)N1S(NC(C1)=O)(=O)=O